C(=O)C=1C=C(C#N)C=CC1OC(F)(F)F 3-formyl-4-(trifluoromethoxy)benzonitrile